10-(3-chlorophenyl)-2-(2-morpholinopyrimidin-5-yl)-7,8,9,10-tetrahydro-6H-cyclohepta[4,5]imidazo[1,2-a]pyridin-10-ol ClC=1C=C(C=CC1)C1(CCCCC=2N=C3N(C=C(C=C3)C=3C=NC(=NC3)N3CCOCC3)C21)O